NCC=1C=C(C=CC1)C=1C=C(C2=C(C(=CO2)COC2=C(C=CC=C2)CC(=O)OCC)C1)N1CCOCC1 ethyl 2-(2-((5-(3-(aminomethyl)phenyl)-7-morpholinobenzofuran-3-yl)methoxy)phenyl)acetate